(6S*)-7-[4-bromo-3-(trifluoromethyl)benzoyl]-2-{4-[(2R)-2-hydroxypropoxy]phenyl}-6-methyl-3-oxo-N-{[2-(pyrimidin-4-yl)phenyl]methyl}-5H,6H,8H-imidazo[1,5-a]pyrazine-1-carboxamide BrC1=C(C=C(C(=O)N2CC=3N(C[C@@H]2C)C(N(C3C(=O)NCC3=C(C=CC=C3)C3=NC=NC=C3)C3=CC=C(C=C3)OC[C@@H](C)O)=O)C=C1)C(F)(F)F |o1:12|